C1(CC1)[C@@H](C=1C=CC2=C(N=C(O2)[C@@H](NC(=O)C2=CC=NN2CC)C2CCC(CC2)(F)F)C1F)N1C(N[C@@H](C1)C(F)(F)F)=O N-((S)-(5-((S)-Cyclopropyl((S)-2-oxo-4-(trifluoromethyl)imidazolidin-1-yl)methyl)-4-fluorobenzo[d]oxazol-2-yl)(4,4-difluorocyclohexyl)methyl)-1-ethyl-1H-pyrazole-5-carboxamide